CC=1C(OC(C1C)=O)O\C=C(\C(=O)OCC)/N1C=C(C2=CC=CC=C12)C ethyl (Z)-3-[(3,4-dimethyl-5-oxo-2H-furan-2-yl)oxy]-2-(3-methylindol-1-yl)prop-2-enoate